(4-((4-Methyl-1H-pyrazol-1-yl)methyl)phenyl)methanamine CC=1C=NN(C1)CC1=CC=C(C=C1)CN